ClC1=C(C(=CC=C1Cl)F)C1(CN(CC1)C(=O)OC(C)(C)C)NC=1C=C2C(N(C=NC2=C(C1)F)C([2H])([2H])[2H])=O tert-butyl 3-(2,3-dichloro-6-fluorophenyl)-3-((8-fluoro-3-(methyl-d3)-4-oxo-3,4-dihydroquinazolin-6-yl)amino)pyrrolidine-1-carboxylate